COC1=CC=C(C=C1)C(OC[C@]1(O[C@H](CN(C1)C)N1C(NC(C(=C1)C)=O)=O)CO[Si](C(C)C)(C(C)C)C(C)C)(C1=CC=CC=C1)C1=CC=C(C=C1)OC 1-[(2R,6S)-6-[[bis(4-methoxyphenyl)-phenyl-methoxy]methyl]-4-methyl-6-(triisopropylsilyloxymethyl)morpholin-2-yl]-5-methyl-pyrimidine-2,4-dione